oxa-6-azacyclopentadecan O1CCCCNCCCCCCCCC1